FC=1C=C(C=C(C1)F)[C@@H]1CCC=2N1C=C(N2)NC([C@H](C)N2CCC(CC2)(F)F)=O (S)-N-((S)-5-(3,5-difluorophenyl)-6,7-dihydro-5H-pyrrolo[1,2-a]imidazol-2-yl)-2-(4,4-difluoropiperidin-1-yl)propanamide